CC(C(CSC1=NC=2C=3C(CCC2C=N1)=CSC3CCC)=O)(C)C 3,3-dimethyl-1-((9-propyl-5,6-dihydrothieno[3,4-h]quinazolin-2-yl)thio)butan-2-one